COCC(CN1CCC(CC1)NC1=C2C=C(N(C2=CC=C1)CC(F)(F)F)C#CCNC1=C(C=C(C=C1)C(F)(F)F)OC)O 1-methoxy-3-(4-{[2-(3-{[2-methoxy-4-(trifluoromethyl)phenyl]amino}prop-1-yn-1-yl)-1-(2,2,2-trifluoroethyl)-1H-indol-4-yl]amino}piperidin-1-yl)propan-2-ol